N-(7-hydroxy-4-(1-methyl-3-phenyl-1H-pyrazol-4-yl)quinazolin-6-yl)cyclopropanecarboxamide OC1=C(C=C2C(=NC=NC2=C1)C=1C(=NN(C1)C)C1=CC=CC=C1)NC(=O)C1CC1